[Si](C)(C)(C(C)(C)C)N1C=NC=C1 1-tert-butyl-dimethylsilyl-imidazole